6-(2-chloro-5-fluoropyrimidin-4-yl)-2-(2,4-dimethoxybenzyl)-1,2-dihydro-3H-pyrrolo[1,2-c]Imidazol-3-one ClC1=NC=C(C(=N1)C=1C=C2N(C(N(C2)CC2=C(C=C(C=C2)OC)OC)=O)C1)F